ClC1=CC=CC(=N1)C(CNC(=O)C=1SC(=NN1)C1=C(C=C(C=C1)F)F)(C)C=1C=NN(C1)C N-[2-(6-chloro-2-pyridyl)-2-(1-methylpyrazol-4-yl)propyl]-5-(2,4-difluorophenyl)-1,3,4-thiadiazole-2-carboxamide